(p-hydroxyphenyl)glycine OC1=CC=C(C=C1)NCC(=O)O